2-ethynyltetrahydrofuran-3-yl benzyl carbonate C(OC1C(OCC1)C#C)(OCC1=CC=CC=C1)=O